S(=O)(=O)([O-])[O-].[Ca+2].[Cu+2].S(=O)(=O)([O-])[O-] copper-calcium sulfate